3,5-Diphenylpyrazoleacetophenone C1(=CC=CC=C1)C1(N=NC(=C1)C1=CC=CC=C1)CC(=O)C1=CC=CC=C1